F[C@@H]1CN(CC[C@@H]1NC1=NN2C(C(=N1)OC([2H])([2H])[2H])=C(C(=C2)F)C=2C=CC1=C(N(N=N1)CC(F)(F)F)C2)C(C([2H])([2H])[2H])=O 1-((3R,4S)-3-fluoro-4-((6-fluoro-4-(methoxy-d3)-5-(1-(2,2,2-trifluoroethyl)-1H-benzo[d][1,2,3]triazol-6-yl)pyrrolo[2,1-f][1,2,4]triazin-2-yl)amino)piperidin-1-yl)ethan-1-one-2,2,2-d3